4-(4-fluorobenzyl)-8,8-dimethyl-7,8-dihydro-6H-thiazolo[4,5-e]indole FC1=CC=C(CC2=C3C(=C4C(CNC4=C2)(C)C)N=CS3)C=C1